methyl 3-(9-((4-(aminomethyl)phenyl)carbamoyl)-4,5-dihydrobenzo[b]thieno[2,3-d]oxepin-8-yl)-6-((1-methylcyclopentyl)carbamoyl)picolinate NCC1=CC=C(C=C1)NC(=O)C1=CC2=C(OCCC3=C2SC=C3)C=C1C=1C(=NC(=CC1)C(NC1(CCCC1)C)=O)C(=O)OC